3-methyl-2-(2-(methylsulfonyl)propyl)-2,3,4,9-tetrahydro-1H-pyrido[3,4-b]indole CC1CC2=C(NC3=CC=CC=C23)CN1CC(C)S(=O)(=O)C